1-isobutyl-1H-imidazo[4,5-c][1,5]naphthyridin-4-amine C(C(C)C)N1C=NC=2C(=NC=3C=CC=NC3C21)N